NC1=NC=CC(=C1Cl)S[Na] (2-azanyl-3-chloranyl-pyridin-4-yl)sulfanylsodium